ClC=1C(=NC(=NC1)NC1=CC=CC=C1)NC1=C(C=CC=C1)C 5-chloro-N2-phenyl-N4-(o-tolyl)pyrimidine-2,4-diamine